4-((N,N-dimethylsulfamoyl)carbamoyl)-3-ethoxy-2-fluorobenzoic acid CN(S(=O)(=O)NC(=O)C1=C(C(=C(C(=O)O)C=C1)F)OCC)C